3-[2-hydroxy-4-oxo-7-(trimethoxysilyl)heptylamino]-5-(2-hydroxyethylthio)-4H-1,2,4-triazole OC(CNC1=NN=C(N1)SCCO)CC(CCC[Si](OC)(OC)OC)=O